N-cyclopropyl-2-[(4,5-dimethyl-1H-imidazol-2-yl)sulfanyl]propanamide C1(CC1)NC(C(C)SC=1NC(=C(N1)C)C)=O